NCCS(=O)(=O)[O-].[Na+] sodium taurate salt